BrC(CC(CCCC(OC)OC(CCCC(CC(C)Br)C)OC)C)C 6-bromo-4-methylheptylmethoxymethyl ether